FC(C1=CC=C(C=C1)C1=CC=C(C=C1)C(=O)Cl)(F)F 4'-trifluoromethyl(1,1'-biphenyl)-4-carbonyl chloride